FC=1C=C(OC2=C(COC3=CC=C(C=C3)CCC(=O)O)C=CC=C2)C=CC1 3-(4-((2-(3-fluorophenoxy)benzyl)oxy)phenyl)propanoic acid